(2R)-2-hydroxy-2-phenyl-1-(5-{[6-(trifluoromethyl)pyridin-3-yl]sulfonyl}-1H,2H,3H,4H,5H,6H-pyrrolo[3,4-c]pyrrol-2-yl)ethan-1-one O[C@@H](C(=O)N1CC=2CN(CC2C1)S(=O)(=O)C=1C=NC(=CC1)C(F)(F)F)C1=CC=CC=C1